ClC=1C=C(C=CC1OC(F)(F)F)N1C(=NC=2C1=NC(=CC2)C2=CC=CC=C2)C#C 3-(3-chloro-4-(trifluoromethoxy)phenyl)-2-ethynyl-5-phenyl-3H-imidazo[4,5-b]pyridine